P(=O)(O)(O)O.C(C)(C)(C)C1=CC=CC=C1.C(C)(C)(C)C1=CC=CC=C1.C(C)(C)(C)C1=CC=CC=C1 tri(4-tert-butylbenzene) phosphate